NCCOCCOC=1C=C(C=CC1)CC(=O)NC=1SC(=C(N1)C=1C=C2CCN(C2=CC1)C(C1=C(C=CC=C1)C)=O)C 2-(3-(2-(2-aminoethoxy)ethoxy)phenyl)-N-(5-methyl-4-(1-(2-methylbenzoyl)indolin-5-yl)thiazol-2-yl)acetamide